hexylmethyl-bis-(2-ethoxyethoxy)silane C(CCCCC)[Si](OCCOCC)(OCCOCC)C